(2S)-tert-butyl 2-((2-(1-(2,6-dioxopiperidin-3-yl)-3-methyl-2-oxo-2,3-dihydro-1H-benzo[d]imidazol-4-yl)ethoxy)methyl)morpholine-4-carboxylate O=C1NC(CCC1N1C(N(C2=C1C=CC=C2CCOC[C@@H]2CN(CCO2)C(=O)OC(C)(C)C)C)=O)=O